2-(3,4-dimethoxybenzoyl)-6-nitro-4(3H)-quinazolinone COC=1C=C(C(=O)C2=NC3=CC=C(C=C3C(N2)=O)[N+](=O)[O-])C=CC1OC